tert-butyl (2S,3aS,7aS)-2-[(5-bromo-2-carbamoylthiophen-3-yl)carbamoyl]octahydro-1H-indole-1-carboxylate BrC1=CC(=C(S1)C(N)=O)NC(=O)[C@H]1N([C@H]2CCCC[C@H]2C1)C(=O)OC(C)(C)C